[N+3].NC(CC(=O)[O-])C1=CC=C(C=C1)C.NC(CC(=O)[O-])C1=CC=C(C=C1)C.NC(CC(=O)[O-])C1=CC=C(C=C1)C 3-amino-3-(4-methylphenyl)propionate nitrogen